N1(CCC2CCCCC12)C1NCC2CCCCC12 octahydroindolyl-octahydroisoindole